5,7-dimethyl-3,5-dihydro-4H-pyridazino[4,5-b]indol-4-one CN1C2=C(C=3C=CC(=CC13)C)C=NNC2=O